1,2-dimethyl-4-nitroimidazole CN1C(=NC(=C1)[N+](=O)[O-])C